S[Ce] mercaptocerium